C(=C)C1=CC=2C(C3=CC(=C(C=C3SC2C=C1)C)C)=O 2-vinyl-6,7-dimethylthioxanthone